CC(CCCCCCC)OCCOCCOCCOCCO tetraethylene glycol methyloctyl ether